(E)-3,5,4-trihydroxystilbenebenzyl-(2-cyclohexanone-ylmethyl)-amine OC1=C(C(=CC(=C1O)O)\C=C\C1=CC=CC=C1)C1=CC=CC=C1CNCC1C(CCCC1)=O